The molecule is a doubly-charged L-alpha-amino acid anion resulting from deprotonation of both carboxy groups of 3-hydroxy-L-glutamic acid. It is a L-alpha-amino acid anion and a dicarboxylic acid dianion. It derives from a L-glutamate(2-). It is a conjugate base of a 3-hydroxy-L-glutamate(1-). C(C([C@@H](C(=O)[O-])N)O)C(=O)[O-]